7-chloro-3-(2-methoxyphenyl)-1,8-naphthyridin-2-amine ClC1=CC=C2C=C(C(=NC2=N1)N)C1=C(C=CC=C1)OC